N=1C=2N(CC1)C=CC2 pyrrolo[1,2-a]imidazole